(1R,2R)-N-methyl-2-(3-(4-hydroxylphenyl)-cyclopropanecarboxamido)morphinan trifluoroacetate FC(C(=O)O)(F)F.CN1[C@H]2[C@@H]3CCCC[C@@]3(C=3C=CC(=CC3C2)NC(=O)[C@@H]2CC2C2=CC=C(C=C2)O)CC1